FC(C1=NC=CC=N1)F 2-(difluoromethyl)pyrimidin